C(C)(C)(C)C1=CC=2C(C3=CC(=CC(=C3OC2C(=C1)P(C1=CC=CC=C1)C1=CC2=CC=CC=C2C=C1)P(C1=CC=CC=C1)C1=CC2=CC=CC=C2C=C1)C(C)(C)C)(C)C (-)-(2,7-di-tert-butyl-9,9-dimethyl-9H-xanthene-4,5-diyl)bis((2-naphthyl)(phenyl)phosphine)